1-[4-(4-{[(2S)-7-oxabicyclo[2.2.1]heptan-2-ylmethyl]carbamoyl}-1H-1,2,3-triazol-1-yl)butyl]-N-{[4-(trifluoromethyl)pyridin-2-yl]methyl}-1H-1,2,3-triazole-4-carboxamide C12[C@@H](CC(CC1)O2)CNC(=O)C=2N=NN(C2)CCCCN2N=NC(=C2)C(=O)NCC2=NC=CC(=C2)C(F)(F)F